C(C)C=1C(=CC=C2C=C(C=C(C12)C1=C(C=2N=C(N=C(C2C=N1)NCC1CCC(N1)=O)OC[C@]12CCCN2C[C@@H](C1)F)F)O)F 5-(((7-(8-ethyl-7-fluoro-3-hydroxynaphthalen-1-yl)-8-fluoro-2-(((2R,7aS)-2-fluorohexahydro-1H-pyrrolizin-7a-yl)methoxy)pyrido[4,3-d]pyrimidin-4-yl)amino)methyl)pyrrolidin-2-one